(S)-1-((2-methylphenyl)oxy)-2-amino-propane CC1=C(C=CC=C1)OC[C@H](C)N